2-(thiophen-2-yl)pent-4-enoic acid ethyl ester (2-(thiophen-2-yl) methyl pent-4-enoate) S1C(=CC=C1)CC(C(=O)O)CC=C.C(C)OC(C(CC=C)C=1SC=CC1)=O